(1R,5R,6R)-3-[6-[6-amino-4-methyl-3-(trifluoromethyl)-2-pyridyl]-5-fluoro-3,4-dimethyl-2,7-naphthyridin-1-yl]-3,8-diazabicyclo[3.2.1]octan-6-ol NC1=CC(=C(C(=N1)C=1C(=C2C(=C(N=C(C2=CN1)N1C[C@H]2C[C@H]([C@@H](C1)N2)O)C)C)F)C(F)(F)F)C